dimethylphosphine trifluoroacetate salt FC(C(=O)O)(F)F.CPC